C(C)(C)(C)OC(=O)N[C@@H]1CC(N(C1)C1=CC=C(C=N1)S(=O)(=O)N1CCN(CC1)C(=O)OCC1=CC=CC=C1)=O Benzyl 4-[[6-[(4R)-4-(tert-butoxycarbonylamino)-2-oxo-pyrrolidin-1-yl]-3-pyridyl]sulfonyl]piperazine-1-carboxylate